FC(C1=CC=C(CN2C=3N(C4=C(C2=O)CN(CC4)CC4=CC(=CC=C4)Cl)N=CN3)C=C1)(F)F 4-(4-trifluoromethylbenzyl)-7-(3-chlorobenzyl)-6,7,8,9-tetrahydropyrido[3,4-e][1,2,4]triazolo[1,5-a]pyrimidine-5(4H)-one